[N+](=O)([O-])C1=C(CC#N)C=CC(=C1OCC1=CC=CC=C1)OCC1=CC=CC=C1 2-nitro-3,4-dibenzyloxybenzyl cyanide